methyl (2E)-2-methyl-2-pentenoate C/C(/C(=O)OC)=C\CC